4-[(1S)-1-[[4-[(3S)-3-(3-Chlorophenoxy)pyrrolidin-1-yl]tetrahydropyran-4-carbonyl]amino]ethyl]benzoic acid, hydrochloride Cl.ClC=1C=C(O[C@@H]2CN(CC2)C2(CCOCC2)C(=O)N[C@@H](C)C2=CC=C(C(=O)O)C=C2)C=CC1